C(C)O\N=C\C1=CC(=CC=C1)C=1C=NN(C1)C1=CC=C(C=C1)C(F)(F)F (E)-3-(1-(4-(trifluoromethyl)phenyl)-1H-pyrazol-4-yl)benzaldehyde O-ethyloxime